4'-hydroxy-7-methoxyflavanol OC1=CC=C(C2OC3=CC(=CC=C3CC2O)OC)C=C1